BrC=1C=C(C=CC1)C1C(OC(CC1)=O)=O 3-(3-bromophenyl)tetrahydropyran-2,6-dione